Cl.N1C[C@@H](OCC1)C(=O)OC methyl (2R)-morpholine-2-carboxylate hydrochloride